C(Cl([2H])([2H])([2H])([2H])([2H])[2H])(Cl([2H])([2H])([2H])([2H])([2H])[2H])(Cl)[2H] Chloroform-d13